C1(CC1)N1N=CC(=C1)[C@@H]1OCC[C@@H](C1)C1=NC(=C(C(=N1)N)N)C12CC(C1)(C2)C(F)(F)F 2-[(2R,4S)-2-(1-cyclopropylpyrazol-4-yl)tetrahydropyran-4-yl]-6-[3-(trifluoromethyl)-1-bicyclo[1.1.1]pentanyl]pyrimidine-4,5-diamine